BrC=1C(=C2C(=NC1)N(CC21CCC(CC1)(C)C#N)C(=O)OC(C)(C)C)Cl tert-butyl (1s,4s)-5'-bromo-4'-chloro-4-cyano-4-methylspiro[cyclohexane-1,3'-pyrrolo[2,3-b]pyridine]-1'(2'H)-carboxylate